(cyclobutylmethyl)-2-methylbenzoic acid methyl ester COC(C1=C(C(=CC=C1)CC1CCC1)C)=O